dimethyl (p-chlorophenyl)malonate ClC1=CC=C(C=C1)C(C(=O)OC)C(=O)OC